O=C(C(C(=O)NN)C1=CC=C(C=C1)C1CCOCC1)N1CCC(CC1)C=1SC=CN1 3-oxo-2-(4-(tetrahydro-2H-pyran-4-yl)phenyl)-3-(4-(thiazol-2-yl)piperidin-1-yl)propanehydrazide